5-bromo-3-[(2S,3R)-3-[tert-butyl(dimethyl)silyl]oxy-2-methyl-azetidin-1-yl]-6-(trifluoromethyl)pyrazin-2-amine BrC=1N=C(C(=NC1C(F)(F)F)N)N1[C@H]([C@@H](C1)O[Si](C)(C)C(C)(C)C)C